BrC=1C(=C(C(=CC1OCOC)C)C1=CC2=CC=CC=C2C=C1)C 2-(3-bromo-4-(methoxymethoxy)-2,6-dimethylphenyl)naphthalene